CN1CCN(CC1)C(CN)=O N-[2-(4-methylpiperazin-1-yl)-2-oxoethyl]amine